triethyl-(4-vinylbenzyl)-ammonium sulfate S(=O)(=O)([O-])[O-].C(C)[N+](CC1=CC=C(C=C1)C=C)(CC)CC.C(C)[N+](CC)(CC)CC1=CC=C(C=C1)C=C